3-(2-((S)-1-amino-1,3-dihydrospiro[indene-2,4'-piperidine]-1'-yl)-1-methyl-6-oxo-1,6-dihydropyrimidin-5-yl)-1-fluoropropene N[C@@H]1C2=CC=CC=C2CC12CCN(CC2)C=2N(C(C(=CN2)CC=CF)=O)C